CN1C(C(=C(C2=CC(=CC=C12)C)N1CCC(CC1)C=1OC2=C(N1)C=C(C=C2)C(C)C)C#N)=O 1,6-Dimethyl-2-oxo-4-{4-[5-(propan-2-yl)-1,3-benzoxazol-2-yl]piperidin-1-yl}-1,2-dihydro-quinoline-3-carbonitrile